Cl.N[C@H](C(=O)N[C@H](C(=O)OC)C[C@H]1C(NCC1)=O)CC(C)C methyl (S)-2-((S)-2-amino-4-methylpentanamido)-3-((S)-2-oxopyrrolidin-3-yl)propanoate hydrochloride